FC(=C(C(=O)N)C(C1=C(C(=C(C(=C1F)F)F)F)F)(F)F)N=[N+]=[N-] perfluoroazidobenzyl-acrylamide